2-[2-(aminomethyl)-3,3-difluoro-allyl]-4-[4-(1,3-benzodioxol-5-yl)-3-fluoro-phenyl]-1,2,4-triazol-3-one NCC(CN1N=CN(C1=O)C1=CC(=C(C=C1)C1=CC2=C(OCO2)C=C1)F)=C(F)F